C(CCCCCCCCCCCCCCCCC)(=O)NCCC[N+](C)(C)C stearamidopropyl-trimethylammonium